3-hydroxy-N-(3-(methyl(7H-pyrrolo[2,3-d]pyrimidin-4-yl)amino)cyclobutyl)propane-1-sulfonamide OCCCS(=O)(=O)NC1CC(C1)N(C=1C2=C(N=CN1)NC=C2)C